3-(3-iodophenyl)-5-cyclobutyl-1,2,4-oxadiazole IC=1C=C(C=CC1)C1=NOC(=N1)C1CCC1